N1(CCC1)CC1=C(CNC2=C(C(=C(C(=C2)F)S(=O)(=O)NC=2N=CSC2)F)F)C(=CC=C1F)F 4-((2-(azetidin-1-ylmethyl)-3,6-difluorobenzyl)amino)-2,3,6-trifluoro-N-(thiazol-4-yl)benzenesulfonamide